ClC=1C=NN(C1C1=NN2C(C(CCC2)NC2=CC=C(C=C2)C=2N(C=C(N2)C(F)(F)F)CC)=N1)C(C)C 2-(4-chloro-1-isopropyl-1H-pyrazol-5-yl)-N-(4-(1-ethyl-4-(trifluoromethyl)-1H-imidazol-2-yl)phenyl)-5,6,7,8-tetrahydro-[1,2,4]triazolo[1,5-a]pyridin-8-amine